2-(N-methyl-2,2-diphenylacetamido)-5-(2,3,4,5-tetrahydro-1H-benzo[b]azepin-1-yl)benzoic acid CN(C(C(C1=CC=CC=C1)C1=CC=CC=C1)=O)C1=C(C(=O)O)C=C(C=C1)N1C2=C(CCCC1)C=CC=C2